1-butyl-2,3-dimethylimidazole hexafluorophosphate salt F[P-](F)(F)(F)(F)F.C(CCC)N1C(N(C=C1)C)C